7-methoxy-2-methyl-N-[6-(piperazin-1-yl)pyridin-3-yl]imidazo[1,2-a]pyridine-6-carboxamide COC1=CC=2N(C=C1C(=O)NC=1C=NC(=CC1)N1CCNCC1)C=C(N2)C